CC1=C(C2=C(C(=NO2)NC2=CC(=CC=C2)C(F)(F)F)C=C1)C#CC=1N=NC=CC1 6-methyl-7-(pyridazin-3-ylethynyl)-N-(3-(trifluoromethyl)phenyl)benzo[d]isoxazol-3-amine